C(=O)[C@H]1CN(CC1)C(=O)OCC1=CC=CC=C1 Benzyl (3R)-3-formylpyrrolidine-1-carboxylate